C(C=C)(=O)N1CCN(CC1)C1(CCOCC1)C1=CC=C(C=C1)[C@@H](C)NC=1N=CC2=C(N1)N(C(C=C2)=O)C(C)C 2-{[(1R)-1-{4-[4-(4-acryloylpiperazin-1-yl)tetrahydro-2H-pyran-4-yl]phenyl}ethyl]amino}-8-(propan-2-yl)pyrido[2,3-d]pyrimidin-7(8H)-on